(2S,4R)-1-[(2R)-2-amino-3,3-dimethyl-butanoyl]-4-hydroxy-N-[(1S)-1-[4-(4-methylthiazol-5-yl)phenyl]ethyl]pyrrolidine-2-carboxamide N[C@@H](C(=O)N1[C@@H](C[C@H](C1)O)C(=O)N[C@@H](C)C1=CC=C(C=C1)C1=C(N=CS1)C)C(C)(C)C